5-(4-chlorophenyl)pyridine tert-butyl-4-cyclopropyl-2-(4-(methoxycarbonyl)phenyl)piperazine-1-carboxylate C(C)(C)(C)OC(=O)N1C(CN(CC1)C1CC1)C1=CC=C(C=C1)C(=O)OC.ClC1=CC=C(C=C1)C=1C=CC=NC1